O1N=CCC1 4,5-Dihydro-isoxazole